FC1=CC(=C(C=C1)CC(=O)C1C(CN(CC1)C(=O)OC(C)(C)C)=O)C(F)(F)F Tert-Butyl 4-[2-[4-fluoro-2-(trifluoromethyl)phenyl]acetyl]-3-oxopiperidine-1-carboxylate